C(#N)CC=1C=CC(=NC1)C1=CCC(CC1)NC(OC(C)(C)C)=O tert-Butyl N-[4-[5-(cyanomethyl)-2-pyridyl]cyclohex-3-en-1-yl]carbamate